CNC(C1=NC=C(C=C1)N1CCN(CC1)CC1=CC2=C(NC(N(C2=O)C)=O)N1)=O N-methyl-5-(4-((3-methyl-2,4-dioxo-2,3,4,7-tetrahydro-1H-pyrrolo[2,3-d]pyrimidin-6-yl)methyl)piperazin-1-yl)picolinamide